5-(((S)-1-((S)-3-(4-(5-(difluoromethyl)pyrimidin-2-yl)piperazin-1-yl)-2-hydroxy-3-oxopropoxy)propan-2-yl)amino)-4-(trifluoromethyl)pyridazin-3(2H)-one FC(C=1C=NC(=NC1)N1CCN(CC1)C([C@H](COC[C@H](C)NC1=C(C(NN=C1)=O)C(F)(F)F)O)=O)F